COCCC(=O)C(C(=O)N)=C (3-methoxypropoyl)acryl-amide